ClC=1C=CC(=NC1)OCC(=O)O 2-((5-chloropyridin-2-yl)oxy)acetic acid